3-Ethyl-phenyl isocyanate C(C)C=1C=C(C=CC1)N=C=O